NC1=C(C(=NC=N1)C1=CC(=C(CNC(=O)C2=NOC(=N2)C(C)(C)C)C=C1)C)OCCNC (4-(6-amino-5-(2-(methylamino)ethoxy)pyrimidin-4-yl)-2-methylbenzyl)-5-(tert-butyl)1,2,4-oxadiazole-3-carboxamide